C(C)C1=CC2=C(C3=CC=CC=C3C=C2C=C1)OC(=O)C1C(C2C(=CC1C2)C)C(=O)O 2-ethyl-9-[2-carboxy(3,6-methano-4-methyl-4-cyclohexenyl)]carbonyloxyanthracene